(2R)-2-[2-(cyclopentyloxy)-5-({6-[2-fluoro-(fluoromethyl)ethoxy]-1-(1-formylpiperidin-4-yl)-2,4-dioxo-1,4-dihydroquinazolin-3(2H)-yl}methyl)phenoxy]-N-methylpropanamide C1(CCCC1)OC1=C(O[C@@H](C(=O)NC)C)C=C(C=C1)CN1C(N(C2=CC=C(C=C2C1=O)OCC(F)CF)C1CCN(CC1)C=O)=O